6-(4-chlorophenyl)-2-(3-fluorophenyl)-N-[(1S)-2-hydroxy-1-(tetrahydro-2H-pyran-4-yl)ethyl]-3-oxo-2,3-dihydropyridazine-4-carboxamide ClC1=CC=C(C=C1)C=1C=C(C(N(N1)C1=CC(=CC=C1)F)=O)C(=O)N[C@H](CO)C1CCOCC1